NC1=NN2C(N=C(C=C2)N2C(C3CC3C2)C=2C(=NC=C(C2)F)OC[C@@H](C)N)=C1C(=O)O 2-amino-5-(2-(2-((R)-2-aminopropoxy)-5-fluoropyridin-3-yl)-3-azabicyclo[3.1.0]hex-3-yl)pyrazolo[1,5-a]pyrimidine-3-carboxylic acid